C(C)(C)(C)OC(=O)N1CC(C1)(C)[C@@](C1=CC(=CC=C1)C=1OC=C(N1)C1CCOCC1)(C1=CC=C(C=C1)C(C)C)O 3-((S)-Hydroxy-(4-isopropyl-phenyl)-{3-[4-(tetrahydro-pyran-4-yl)-oxazol-2-yl]-phenyl}-methyl)-3-methyl-azetidine-1-carboxylic acid tert-butyl ester